4-Bromo-7-fluoro-5-nitro-1H-indazole BrC1=C2C=NNC2=C(C=C1[N+](=O)[O-])F